S1C=CCC1 ThiolEne